FC1=CC(=C2C=C(NC(C2=C1)=O)CCCN1CCN(CC1)C1=CC=C(C#N)C=C1)C 4-(4-(3-(7-fluoro-5-methyl-1-oxo-1,2-dihydroisoquinolin-3-yl)propyl)piperazine-1-Yl)benzonitrile